BrC=1C(=CC=2C(=NC(N3[C@H](CSC1C32)CN3CCN(CC3)C(=O)OC(C)(C)C)=O)O)Cl tert-butyl 4-[[(12S)-8-bromo-7-chloro-4-hydroxy-2-oxo-10-thia-1,3-diazatricyclo[7.3.1.05,13]trideca-3,5(13),6,8-tetraen-12-yl]methyl]piperazine-1-carboxylate